2-dimethylamino-1-(4-morpholinylphenyl)-2-benzylbutan-1-one CN(C(C(=O)C1=CC=C(C=C1)N1CCOCC1)(CC)CC1=CC=CC=C1)C